4,8-dimethylnon-2,4,7-triene CC(C=CC)=CCC=C(C)C